4-dimethylaminoethylamino-benzene CN(C)CCNC1=CC=CC=C1